3-methyl-1-(4-carboxyphenyl)-pyrazol-5-one CC=1NN(C(C1)=O)C1=CC=C(C=C1)C(=O)O